C(C)OC(C1=C(C=CC=C1)NC(C)C=1C=C(C=C2C(N(C(=NC12)N1CCN(CC1)C(C)=O)C)=O)C)=O ((1-(2-(4-acetylpiperazin-1-yl)-3,6-dimethyl-4-oxo-3,4-dihydroquinazolin-8-yl)ethyl)amino)benzoic acid ethyl ester